O(C1=CC=CC=C1)CCOC(C=C)=O Acrylic acid 2-phenoxyethyl ester